(R)-6-cyclopropyl-4-((1-(3-(difluoromethyl)-2-Fluorophenyl)ethyl)amino)-1-vinylpyrido[3,4-d]pyridazin-7(6H)-one C1(CC1)N1C=C2C(=NN=C(C2=CC1=O)C=C)N[C@H](C)C1=C(C(=CC=C1)C(F)F)F